C1(CC1)C=1C=NN2C1N=C(C=C2NCC2=CC=C(C=C2)C2=NC=CC=N2)N[C@@H]2CNCCC2 (S)-3-cyclopropyl-N5-(piperidin-3-yl)-N7-(4-(pyrimidin-2-yl)benzyl)pyrazolo[1,5-a]pyrimidine-5,7-diamine